methyl 4-(4-chloro-1-methyl-1H-imidazol-2-yl)benzoate ClC=1N=C(N(C1)C)C1=CC=C(C(=O)OC)C=C1